BrC=1C=C(C(=O)OC)C=CC1OC1CC(C1)N(CC1CCNCC1)C methyl 3-bromo-4-((1r,3r)-3-(methyl(piperidin-4-ylmethyl)amino)cyclobutoxy)benzoate